N(C(=N)N)N[C@@H](CCCNC(N)=N)C(=O)O guanidinyl-(arginine)